C1=CNC=2C=NC=3C=CC=CC3C21 3H-pyrrolo[2,3-c]quinoline